COC1=CC=C(C=C1)N1CCN(CC1)CC(=O)NC1=CC(=CC=C1)S(=O)(=O)C1CNCCO1 2-[4-(4-methoxy-phenyl)-piperazin-1-yl]-N-(3-morpholino-sulfonyl-phenyl)-acetamide